C(C)(C)(C)[Si](C)(C)OCC=1SC(=C(N1)C(F)(F)F)C1=NC(=NC=C1C)Cl tert-butyl-[[5-(2-chloro-5-methyl-pyrimidin-4-yl)-4-(trifluoromethyl)thiazol-2-yl]methoxy]-dimethyl-silane